C(C)(C)(C)OC(=O)N[C@@H]1CN(CC[C@@H]1O)C(=O)OCC1=CC=CC=C1 (cis)-benzyl 3-((tert-butoxycarbonyl) amino)-4-hydroxypiperidine-1-carboxylate